3,5-dichloro-N-(4-(N-(2-fluorophenyl)sulfamoyl)phenyl)benzenesulfonamide ClC=1C=C(C=C(C1)Cl)S(=O)(=O)NC1=CC=C(C=C1)S(NC1=C(C=CC=C1)F)(=O)=O